N1CNC(C2=CC=CC=C12)=O 2,3-dihydro-4(1H)-quinazolinone